[N+](=O)([O-])C=1C=NN(C1)C1CN(CC1)C1COC1 4-nitro-1-(1-(oxetan-3-yl)pyrrolidin-3-yl)-1H-pyrazole